C(C)(C)(C)C1=CC(C2=CC=CC=C12)Cl 3-(tert-butyl)-1-chloro-1H-indene